C(C1=CC=CC=C1)C1(CN(CC1)C(=O)C1=CN=CS1)C=1C=C2C=NN(C2=CC1C)C1=CC=C(C=C1)F (3-benzyl-3-(1-(4-fluorophenyl)-6-methyl-1H-indazol-5-yl)pyrrolidin-1-yl)(thiazol-5-yl)methanone